Molecular bromine BrBr